tert-butyl N-[3-[[3-[[2-(3-cyanophenyl)-1-(6-methoxy-1,3-benzothiazol-2-yl)ethyl]sulfamoyl]benzoyl]amino]propyl]carbamate C(#N)C=1C=C(C=CC1)CC(C=1SC2=C(N1)C=CC(=C2)OC)NS(=O)(=O)C=2C=C(C(=O)NCCCNC(OC(C)(C)C)=O)C=CC2